C(C)N1C(=NC(=C1)C(F)(F)F)C1=C(C#N)C=C(C=C1)[N+](=O)[O-] 2-(1-ethyl-4-(trifluoromethyl)-1H-imidazol-2-yl)-5-nitrobenzonitrile